N1=CC=C(C=C1)C=1N=C(C2=C(N1)C=NC=C2)N2CCC1(CCN(C1)[C@@H]1[C@@H](CC1)O)CC2 (1R,2S)-2-(8-(2-(pyridin-4-yl)pyrido[3,4-d]pyrimidin-4-yl)-2,8-diazaspiro[4.5]decan-2-yl)cyclobutan-1-ol